ClC1=NN2C(N=CC3=C2C(C[C@@H]3C(=O)NC=3C=NC(=C(C3)C(F)F)C(N(C)C3CC3)=O)(C)C)=C1 (S)-2-chloro-N-(6-(cyclopropyl(methyl)carbamoyl)-5-(difluoromethyl)pyridin-3-yl)-8,8-dimethyl-7,8-dihydro-6H-cyclopenta[e]pyrazolo[1,5-a]pyrimidine-6-carboxamide